CNC[C@@H]1CCC(N1)=O (S)-5-((methylamino)methyl)pyrrolidin-2-one